(NE,R)-N-[1-(6-chloro-3-cyclopropyl-4-oxo-2-tetrahydropyran-4-yl-quinazolin-8-yl)ethylidene]-2-methyl-propane-2-sulfinamide ClC=1C=C2C(N(C(=NC2=C(C1)\C(\C)=N\[S@](=O)C(C)(C)C)C1CCOCC1)C1CC1)=O